N(C(=S)N)N=CC1=C(C=C(C=C1)C1=C(C=C(C=C1)N1C(O[C@H](C1)CNC(C)=O)=O)F)O (S)-N-({3-[4'-(thioureidoiminomethyl)-2-fluoro-3'-hydroxy-1,1'-biphenyl-4-yl]-2-oxo-1,3-oxazolidin-5-yl}methyl)acetamide